FC1=C(C=C(C=C1)N1CCN(CC1)C(C)=O)C 1-[4-(4-fluoro-3-methylphenyl)piperazin-1-yl]ethan-1-one